[Cl-].[Cl-].C[SiH](C)[Hf+2](C1C=CC2=C(C=3CCCC3C=C12)C1=CC=CC=C1)C1C=CC2=CC=3CCCC3C=C12 Rac-dimethylsilyl-(1,5,6,7-tetrahydro-s-indacenyl)(4-phenyl-1,5,6,7-tetrahydro-s-indacenyl)hafnium dichloride